dimethyl-aniline iodide [I-].CN(C1=CC=CC=C1)C